BrC1=CC=2C(C3=CC=C(C=C3S(C2C=C1)(=O)=O)Cl)=O 2-bromo-6-chloro-10,10-dioxothioxanthen-9-one